OC(C(=O)N(C)C)C 2-hydroxy-N,N-dimethyl-propanamide